4-(4-(4-((2-(2,6-dioxopiperidin-3-yl)-1,3-dioxoisoindolin-4-ylamino)methyl)-2-fluorobenzyl)piperazin-1-yl)benzamide O=C1NC(CCC1N1C(C2=CC=CC(=C2C1=O)NCC1=CC(=C(CN2CCN(CC2)C2=CC=C(C(=O)N)C=C2)C=C1)F)=O)=O